14-(3-(5H-pyrido[4,3-b]indol-7-yl)propanamido)-N-((10-(3-((4-(trifluoromethoxy)phenyl)sulfonamido)propyl)-10H-phenoxazin-3-yl)methyl)-3,6,9,12-tetraoxatetradecanamide C1=NC=CC=2NC=3C=C(C=CC3C21)CCC(=O)NCCOCCOCCOCCOCC(=O)NCC=2C=CC=1N(C3=CC=CC=C3OC1C2)CCCNS(=O)(=O)C2=CC=C(C=C2)OC(F)(F)F